COC1=C(C=C(C=C1)[N+](=O)[O-])S(F)(F)(F)(F)F 1-Methoxy-4-nitro-2-(pentafluoro-λ6-mercapto)benzene